methyl 2-(rel-(2S,6R)-6-(2-ethyl-6-(5-(hydroxymethyl)-1-methyl-1H-1,2,3-triazol-4-yl)pyridin-3-yl)tetrahydro-2H-pyran-2-yl)acetate C(C)C1=NC(=CC=C1[C@H]1CCC[C@H](O1)CC(=O)OC)C=1N=NN(C1CO)C |o1:8,12|